N=C1CC2=CC=CC3=CC=CC1=C23 iminoacenaphthene